O=C1OC(C(O1)C(=O)OC)C(=O)OC dimethyl 2-oxo-1,3-dioxolane-4,5-dicarboxylate